2-(4-nitrobenzyl)isoindolin-1-one [N+](=O)([O-])C1=CC=C(CN2C(C3=CC=CC=C3C2)=O)C=C1